4,6-dichloro-2-(1-methyl-1H-pyrazol-4-yl)pyrimidine ClC1=NC(=NC(=C1)Cl)C=1C=NN(C1)C